2-bromo-5-ethyl-1,3-thiazole BrC=1SC(=CN1)CC